NCCNCCC(=O)O 3-((2-aminoethyl)amino)propanoic acid